2-oxo-2,3-dihydro-1H-indole-5-carbonitrile O=C1NC2=CC=C(C=C2C1)C#N